O[C@H]1CC[C@H]2[C@@H]3CC(C4=CC(CC[C@@]4([C@H]3CC[C@]12C)C)=O)OCCO (8R,9S,10R,13S,14S,17S)-17-hydroxy-6-(2-hydroxyethoxy)-10,13-dimethyl-1,2,6,7,8,9,10,11,12,13,14,15,16,17-tetradecahydro-3H-cyclopenta[a]phenanthren-3-one